(di-tert-butyl-(3-methylphenyl)phosphine) palladium [Pd].C(C)(C)(C)P(C1=CC(=CC=C1)C)C(C)(C)C